FC=1C(=C2C(C(=O)OC2=O)=CC1)[N+](=O)[O-] 4-fluoro-3-nitrophthalic anhydride